2-oxo-2-[(2R,5S)-2-[2-(1,5-dimethyl-3-piperidyl)-1,3-benzothiazol-5-yl]-5-methyl-1-piperidyl]-N-[1-(2-trimethylsilylethoxymethyl)pyrazolo[4,3-c]pyridin-7-yl]acetamide O=C(C(=O)NC=1C2=C(C=NC1)C=NN2COCC[Si](C)(C)C)N2[C@H](CC[C@@H](C2)C)C=2C=CC1=C(N=C(S1)C1CN(CC(C1)C)C)C2